4-((1R,5S)-3,8-diazabicyclo[3.2.1]octan-3-yl)-7-(8-chloro-7-fluoronaphthalen-1-yl)-2-(((2R,7aS)-2-fluorotetrahydro-1H-pyrrolizin-7a(5H)-yl)methoxy)quinoline-3-carbonitrile [C@H]12CN(C[C@H](CC1)N2)C2=C(C(=NC1=CC(=CC=C21)C2=CC=CC1=CC=C(C(=C21)Cl)F)OC[C@]21CCCN1C[C@@H](C2)F)C#N